N-(4-(4-methylpiperazin-1-yl)phenyl)-5,6,7,8-tetrahydropyrido[3,4-d]pyrimidin-2-amine CN1CCN(CC1)C1=CC=C(C=C1)NC=1N=CC2=C(N1)CNCC2